CC1=CC=CC(=N1)C1=NC=CC(=N1)NC1=NC(=NC=C1)NC=1C=C(C(=O)O[C@H]2CNCC2)C=CC1 [(3R)-pyrrolidin-3-yl] 3-[[4-[[2-(6-methyl-2-pyridyl)pyrimidin-4-yl]amino]pyrimidin-2-yl]amino]benzoate